CC1(CN=C(OC1)NC=1C(=C(OC2=C3C(=NC=C2)N(C=C3C3=CCC(CC3)C(=O)O)COCC[Si](C)(C)C)C(=CC1)F)F)C 4-(4-(((5,5-dimethyl-5,6-dihydro-4H-1,3-oxazin-2-yl)amino)-2,6-Difluorophenoxy)-1-((2-(trimethylsilyl)ethoxy)methyl)-1H-pyrrolo[2,3-b]pyridin-3-yl)cyclohex-3-ene-1-carboxylic acid